(R)-N-(5-chloro-6-(2H-1,2,3-triazol-2-yl)pyridin-3-yl)-2,9,9-trimethyl-8,9-dihydro-7H-cyclopenta[d]imidazo[1,2-b]pyridazine-7-carboxamide ClC=1C=C(C=NC1N1N=CC=N1)NC(=O)[C@@H]1CC(C=2C=3N(N=CC21)C=C(N3)C)(C)C